N-(3,5-dichloro-4-(2,6-dioxopiperidin-3-yl)benzyl)-2-(2-fluoropyrimidin-5-yl)-2-methylpropanamide ClC=1C=C(CNC(C(C)(C)C=2C=NC(=NC2)F)=O)C=C(C1C1C(NC(CC1)=O)=O)Cl